CN(C(=O)C1CC2N(CCCC2N1C1=NC(=CC(=C1)C(F)(F)F)C)C(=O)OCC1=CC=CC=C1)C=1C=C(C=CC1)C benzyl 2-(methyl(m-tolyl)carbamoyl)-1-(6-methyl-4-(trifluoromethyl)pyridin-2-yl)octahydro-4H-pyrrolo[3,2-b]pyridine-4-carboxylate